(R,Z)-3-((5-(bicyclo[2.1.1]hexan-1-yl)-3-cyclopentyl-2-methyl-7-(methylthio)-1,1-dioxido-2,3,4,5-tetrahydrobenzo[f][1,2,5]thiadiazepin-8-yl)oxy)-2-fluoroacrylic acid C12(CCC(C1)C2)N2C[C@H](N(S(C1=C2C=C(C(=C1)O\C=C(\C(=O)O)/F)SC)(=O)=O)C)C1CCCC1